CN(CCOC=1C=CC(=C(C(=O)N[C@H](C)C2=CC(=CC(=C2)C=2SC=CC2)C=2C=NN(C2)C(C)C)C1)C)C (R)-5-(2-(dimethylamino)ethoxy)-N-(1-(3-(1-isopropyl-1H-pyrazol-4-yl)-5-(thiophen-2-yl)phenyl)ethyl)-2-methylbenzamide